(R)-3-amino-N-((S)-3-(4-tert-butoxyphenyl)-1-((2,2-diethoxyethyl)(naphthalen-1-ylmethyl)amino)-1-oxopropan-2-yl)-4-(tert-butyldimethylsilyloxy)butanamide N[C@H](CC(=O)N[C@H](C(=O)N(CC1=CC=CC2=CC=CC=C12)CC(OCC)OCC)CC1=CC=C(C=C1)OC(C)(C)C)CO[Si](C)(C)C(C)(C)C